C1(CCCC1)OC=1C=C(N)C=CC1 3-(cyclopentyloxy)aniline